fluoroethene carbonate C(O)(O)=O.FC=C